CN1C[C@@H](C[C@@H]1C)O (3R,5S)-1,5-dimethylpyrrolidin-3-ol